C1C2CC3CC1C[NH+](C2)C3.[Cl-] azoniaadamantane chloride